2,4-dimethyl-N-((6-methyl-4-(methylthio)-2-oxo-1,2-dihydropyridin-3-yl)methyl)benzo[d][1,3]dioxole-5-carboxamide hydrochloride Cl.CC1OC2=C(O1)C=CC(=C2C)C(=O)NCC=2C(NC(=CC2SC)C)=O